N-(3-(2-((3-chloro-1-methyl-1H-pyrazol-4-yl)amino)-7-oxo-6-phenylpyrido[2,3-d]pyrimidin-8(7H)-yl)phenyl)acrylamide ClC1=NN(C=C1NC=1N=CC2=C(N1)N(C(C(=C2)C2=CC=CC=C2)=O)C=2C=C(C=CC2)NC(C=C)=O)C